Tert-butyl 4-[2-allyloxy-1-[4-[(1S)-1-aminoethyl]phenyl]ethyl]piperazine-1-carboxylate C(C=C)OCC(C1=CC=C(C=C1)[C@H](C)N)N1CCN(CC1)C(=O)OC(C)(C)C